5-(2,4-difluorophenyl)-2,2-dimethyl-3,4-dihydro-2H-pyrano[2,3-b]Pyridine-7-carboxylic acid FC1=C(C=CC(=C1)F)C1=C2C(=NC(=C1)C(=O)O)OC(CC2)(C)C